(S)-2-(3-(2-fluoro-1-(4-methyl-4H-1,2,4-triazol-3-yl)propan-2-yl)phenyl)-4-(trifluoromethyl)isoindolin-1-one F[C@](CC1=NN=CN1C)(C)C=1C=C(C=CC1)N1C(C2=CC=CC(=C2C1)C(F)(F)F)=O